2,6-dibromo-4-{[(2-ethyl-7-(trifluoromethyl)imidazo[1,2-a]pyridine-3-yl)]hydroxymethyl}phenol BrC1=C(C(=CC(=C1)C(O)C1=C(N=C2N1C=CC(=C2)C(F)(F)F)CC)Br)O